OC=1C(=C(C=C(C1O)OC)C1=NC2=C(N1)C=CC(=C2)N2CCN(CC2)C(=O)C2=CC=CC=C2)C(F)(F)F (4-(2-(3,4-dihydroxy-5-methoxy-2-(trifluoromethyl)phenyl)-1H-benzo[d]imidazol-5-yl)piperazin-1-yl)(phenyl)methanone